α-hydroxypropanoic acid OC(C(=O)O)C